4-Cyclopropoxy-2-[(1S,4S,5R)-5-{[1-cyclopropyl-4-(2,6-dichlorophenyl)-1H-pyrazol-5-yl]methoxy}-2-azabicyclo[2.2.1]heptan-2-yl]-1,3-benzothiazole-6-carboxylic acid C1(CC1)OC1=CC(=CC2=C1N=C(S2)N2[C@@H]1C[C@H]([C@H](C2)C1)OCC1=C(C=NN1C1CC1)C1=C(C=CC=C1Cl)Cl)C(=O)O